BrC1=C(C=NC=C1)OC[C@H]1N(CC1)C(C=C)=O (S)-1-(2-(((4-bromopyridin-3-yl)oxy)methyl)azetidin-1-yl)prop-2-en-1-one